BrC1=CC2=C(N(C[C@H](N(S2(=O)=O)C)CC(C)C)C2CC(C2)(F)F)C=C1OC1=C(C=CC=C1)F (R)-8-bromo-5-(3,3-difluorocyclobutyl)-7-(2-fluorophenoxy)-3-isobutyl-2-methyl-2,3,4,5-tetrahydrobenzo[f][1,2,5]thiadiazepine 1,1-dioxide